FC=1N(C(C=2N=C(N(C2N1)COP(O)(O)=O)C=1C=NN(C1)CC1=CC(=CC=C1)C(F)(F)F)=O)CCC Phosphoric acid mono-{2-fluoro-6-oxo-1-propyl-8-[1-(3-trifluoromethyl-benzyl)-1H-pyrazol-4-yl]-1,6-dihydro-purin-9-ylmethyl} ester